O=C1NN(C2=C1C=NC(=C2)NC(=O)C2CC2)C2=CC=CC=C2 N-{3-oxo-1-phenyl-1H,2H,3H-pyrazolo[4,3-c]pyridin-6-yl}cyclopropanecarboxamide